(4-((1H-1,2,4-triazol-1-yl)sulfonyl)phenyl)(4-(2-methoxyphenyl)piperazin-1-yl)methanone N1(N=CN=C1)S(=O)(=O)C1=CC=C(C=C1)C(=O)N1CCN(CC1)C1=C(C=CC=C1)OC